3-bromo-1-chloro-9,9-dimethyl-9H-fluorene BrC=1C=C(C=2C(C3=CC=CC=C3C2C1)(C)C)Cl